(2R)-2-Amino-4,4-dimethyl-N-[6-[2-(trifluoromethyl)-1H-pyrrolo[2,3-b]pyridin-4-yl]-3-pyridyl]pentanamide N[C@@H](C(=O)NC=1C=NC(=CC1)C1=C2C(=NC=C1)NC(=C2)C(F)(F)F)CC(C)(C)C